CN1CC2=C(C3=CC=CC(=C13)N)N=CC=N2 6-methyl-5,6-dihydropyrazino[2,3-c]quinolin-7-amine